(+/-)-2-methoxy-1-(2-(2,2,2-trifluoroethoxy)pyridin-4-yl)ethan-1-amine hydrochloride Cl.COC[C@H](N)C1=CC(=NC=C1)OCC(F)(F)F |r|